FC(S(=O)(=O)OC1=NC=2C3=C(C=CC2C=N1)N=NN3[C@H](CO[Si](C(C)C)(C(C)C)C(C)C)C)(F)F (S)-1-(1-((triisopropylsilyl)oxy)propan-2-yl)-1H-[1,2,3]triazolo[4,5-H]quinazolin-8-yl trifluoromethanesulfonate